ClC1=NC=NC(=N1)Cl 4,6-dichloro-1,3,5-triazin